C(C)(C)(C)OC(=O)NC=1C=C(C(=NC1)C=1C=NN(C1C(=O)OC)C)F Methyl 4-(5-((tert-butoxycarbonyl)amino)-3-fluoropyridin-2-yl)-1-methyl-1H-pyrazole-5-carboxylate